[N+](=O)([O-])C=1C=C2CN(CC2=CC1)C(CS(=O)(=O)C=1SC=CN1)=O 1-(5-nitro-1,3-dihydro-2H-isoindol-2-yl)-2-(1,3-thiazol-2-ylsulfonyl)ethanone